FC1(C(N(C2=CC=CC=C12)C)=O)C=1C(N(C2=CC=CC=C2C1)CC#C)=O 3-(3-fluoro-1-methyl-2-oxoindol-3-yl)-1-propargylquinolin-2(1H)-one